ClC1=CC=C(C=C1)C1=NOC(=C1C(=O)NC(C)C)[C@H](C)O (S)-3-(4-chlorophenyl)-5-(1-hydroxyethyl)-N-isopropylisoxazole-4-carboxamide